N,N-di(4-sec-butylcyclohexyl)-5-(4-tert-butylcyclohexylcarbonylamino)isophthalamide C(C)(CC)C1CCC(CC1)N(C(C1=CC(C(=O)N)=CC(=C1)NC(=O)C1CCC(CC1)C(C)(C)C)=O)C1CCC(CC1)C(C)CC